C(C)(C)C=1N=C(C2=CC3=C(C=C2C1C=1C=NN(C1)C)C=NN3)N=S(=O)(C)C ((6-isopropyl-5-(1-methyl-1H-pyrazol-4-yl)-1H-pyrazolo[4,3-g]isoquinolin-8-yl)imino)dimethyl-λ6-sulfanone